(6-fluoro-pyridin-3-yl)-N'-(3-oxa-bicyclo[3.1.0]hex-6-yl)-6-(6-trifluoromethyl-pyridin-2-yl)-[1,3,5]triazine-2,4-diamine FC1=CC=C(C=N1)NC1=NC(=NC(=N1)NC1C2COCC12)C1=NC(=CC=C1)C(F)(F)F